{1-[4-(trifluoromethyl)-1H-imidazol-2-yl]piperidin-4-yl}methanol FC(C=1N=C(NC1)N1CCC(CC1)CO)(F)F